pentyl (S)-2-isocyanato-3-t-butoxypropionate N(=C=O)[C@H](C(=O)OCCCCC)COC(C)(C)C